N-(1-methyl-3-(4'-((1-methyl-1H-imidazol-2-yl)methoxy)-4,5,5',6'-tetrahydro-2H-spiro[furan-3,8'-pyrano[3,4-b]pyridin]-2'-yl)-1H-pyrrolo[2,3-c]pyridin-5-yl)acetamide CN1C=C(C=2C1=CN=C(C2)NC(C)=O)C2=CC(=C1C(=N2)C2(OCC1)COCC2)OCC=2N(C=CN2)C